NC1CN(C1)C(=O)C1=CC=C(C=C1)N[C@@H]1C[C@@H](N(C2=CC=CC=C12)C(CC)=O)C 1-[(2S,4R)-4-{[4-(3-aminoazetidine-1-carbonyl)phenyl]amino}-2-methyl-3,4-dihydroquinolin-1(2H)-yl]propan-1-one